C(C=1C(O)=CC=CC1)(=O)[Pd]C(C=1C(O)=CC=CC1)=O bis(salicyloyl)palladium (II)